NC=1C=2N(C(=CN1)C1=CCC(CC1)NC)C(=NC2C2=C(C=C(C=C2)NC(=O)NC2=CC(=CC(=C2)OC)F)F)C(C)C 1-(4-(8-amino-3-isopropyl-5-(4-(methylamino)cyclohex-1-en-1-yl)imidazo[1,5-a]pyrazin-1-yl)-3-fluorophenyl)-3-(3-fluoro-5-methoxyphenyl)urea